BrC=1C(=C(NN1)C(=O)N(CC(C(F)(F)F)O)CC1=CC=C(C=C1)OC)Cl 5-bromo-4-chloro-N-[(4-methoxyphenyl)methyl]-N-(3,3,3-trifluoro-2-hydroxypropyl)-2H-pyrazole-3-carboxamide